9,12,13-trihydroxy-11E-octadecenoic acid OC(CCCCCC=CC(=O)O)CCC(C(CCCCC)O)O